isoxazolo[3,4-d]thiazole N=1OC=C2C1N=CS2